NC1=NC=NN2C1=CC=C2[C@@]2(O[C@@H]([C@H]1OC(O[C@H]12)(C)C)CO)C#N (3aR,4R,6R,6aR)-4-(4-aminopyrrolo[2,1-f][1,2,4]triazine-7-yl)-6-(hydroxymethyl)-2,2-dimethyltetrahydrofuro[3,4-d][1,3]dioxole-4-carbonitrile